C(#N)C=1C=C(CC=2C=CC(=NC2)C=2N(C(C=CC2C(=O)N)=O)C)C=C(C1)F (5-(3-cyano-5-fluorobenzyl)pyridin-2-yl)-1-methyl-6-oxo-1,6-dihydropyridine-3-carboxamide